4-(3-((tert-butyldimethylsilyl)oxy)propyl)-2,6-di((Z)-hexadec-7-en-1-yl)morpholine [Si](C)(C)(C(C)(C)C)OCCCN1CC(OC(C1)CCCCCC\C=C/CCCCCCCC)CCCCCC\C=C/CCCCCCCC